C(C)(=O)C1=NN(C2=CC=C(C=C12)C=1C=NC(=NC1)C)CC(=O)N1[C@@H]2C[C@@]2(C[C@H]1C(=O)NC1=NC(=CC=C1C)Br)C1=CN=CO1 (1R,3S,5S)-2-(2-(3-acetyl-5-(2-methylpyrimidin-5-yl)-1H-indazol-1-yl)acetyl)-N-(6-bromo-3-methylpyridin-2-yl)-5-(oxazol-5-yl)-2-azabicyclo[3.1.0]hexane-3-carboxamide